2-[2-[2-[2-[2-[2-[2-[methyl(2-trimethylsilylethoxycarbonyl)-amino]ethoxy]ethoxy]ethoxy]ethoxy]ethoxy]ethoxy]ethyl 4-methylbenzenesulfonate CC1=CC=C(C=C1)S(=O)(=O)OCCOCCOCCOCCOCCOCCOCCN(C(=O)OCC[Si](C)(C)C)C